FC(C=1C=NNC1N)(F)F 4-(trifluoromethyl)-1H-pyrazol-5-amine